1-methyl-2-{4-[4-pyridin-4-yl-1-(2,2,2-trifluoro-ethyl)-1H-pyrazol-3-yl]-phenoxymethyl}-1H-benzimidazole CN1C(=NC2=C1C=CC=C2)COC2=CC=C(C=C2)C2=NN(C=C2C2=CC=NC=C2)CC(F)(F)F